CC=1C=C(C=CC1C)C(C(C)C)=O 1-(3,4-dimethylphenyl)-2-methyl-1-propanone